(Z)-5-(N'-hydroxycarbamimidoyl)-2,3-dimethoxybenzoic acid ethyl ester C(C)OC(C1=C(C(=CC(=C1)/C(/N)=N/O)OC)OC)=O